2-[(6-[[5-chloro-2-(4-formylpiperidin-1-yl)pyrimidin-4-yl]amino]-1-isopropyl-2-oxoquinolin-3-yl)oxy]-N-methylacetamide ClC=1C(=NC(=NC1)N1CCC(CC1)C=O)NC=1C=C2C=C(C(N(C2=CC1)C(C)C)=O)OCC(=O)NC